COC(=O)C1=C(NC(=C(C1C=1C2=C(SC1)C(=CC=C2)C(=O)OC)C(C)=O)C)C2CC2 5-acetyl-2-cyclopropyl-4-(7-(methoxycarbonyl)benzo[b]thiophen-3-yl)-6-methyl-1,4-dihydropyridine-3-carboxylic acid methyl ester